FC1(CN(CC1)CC1=C(C2=C(C=CC(=NO2)O)C=C1)O)F 8-((3,3-difluoropyrrolidin-1-yl)methyl)-3,9-dihydroxybenzo[5,6]oxazepin